10-Dodecenyltriethoxysilane C(CCCCCCCCC=CC)[Si](OCC)(OCC)OCC